tert-butyl 2-(4-(2,6-dioxopiperidin-3-yl)-3-(trifluoromethyl)phenoxy)acetate O=C1NC(CCC1C1=C(C=C(OCC(=O)OC(C)(C)C)C=C1)C(F)(F)F)=O